1-(5-((4-(di(pyridin-4-yl)methyl)piperazin-1-yl)methyl)-1-oxoisoindolin-2-yl)dihydropyrimidine-2,4(1H,3H)-dione N1=CC=C(C=C1)C(N1CCN(CC1)CC=1C=C2CN(C(C2=CC1)=O)N1C(NC(CC1)=O)=O)C1=CC=NC=C1